tert-butyl 4-[cyano(3,4-difluorophenyl)methylidene]piperidine-1-carboxylate C(#N)C(=C1CCN(CC1)C(=O)OC(C)(C)C)C1=CC(=C(C=C1)F)F